N-(2-(1H-imidazol-5-yl)-1H-pyrrolo[3,2-c]pyridin-6-yl)-1-methyl-1H-pyrazole-4-carboxamide N1C=NC=C1C1=CC=2C=NC(=CC2N1)NC(=O)C=1C=NN(C1)C